C(C)(C)(C)CN(C(O)=O)CCN(C(=O)OC(C)(C)C)CCC(NC1=NC=CC(=C1)Br)=O.C1(=CC=CC=C1)CC(=O)NCC(=O)O N-(2-phenylacetyl)glycine Tert-Butyl-N-[2-({2-[(4-Bromopyridin-2-Yl)Carbamoyl]Ethyl}[(Tert-Butoxy)Carbonyl]Amino)Ethyl]-N-Methylcarbamate